N=1ON=C2C1C=CC=C2C2=CC=C(C=C2)CCCNC=2C1=C(N=C(N2)C2=COC=C2)SC(=C1)C N-(3-[4-(2,1,3-benzoxadiazol-4-yl)phenyl]propyl)-2-(furan-3-yl)-6-methylthieno[2,3-d]pyrimidin-4-amine